C1=CC=CC=2C3=CC=CC=C3C(C12)N([C@@H](CC(=O)O)CC(C)C)C(=O)OC (3R)-3-(9H-fluoren-9-yl-methoxycarbonyl-amino)-5-methyl-hexanoic acid